(2'S,7R)-2-chloro-2'-methyl-4-phenyl-spiro[5H-thieno[2,3-c]pyran-7,4'-piperidine]-4-ol ClC1=CC2=C(S1)[C@@]1(C[C@@H](NCC1)C)OCC2(O)C2=CC=CC=C2